1,10-difluorophenanthroline FN1C=CC=C2C=CC3=CC=CN(C3=C12)F